3-(1-ethoxyethyl)oxazolidone C(C)OC(C)N1[CH-]OCC1=O